OC=1C(=CC(=C(C1)NC(C)=O)C)C(CCC1=C(N=C(S1)C1=CC=C(C=C1)C(F)(F)F)C(C)C)=O N-(5-hydroxy-4-(3-(4-isopropyl-2-(4-(trifluoromethyl)phenyl)thiazol-5-yl)propionyl)-2-methylphenyl)acetamide